C(C)(C)(C)OC(=O)N1CC([C@@H](CC1)N([C@H](C)C1=CC=CC=C1)C)(F)F.C1(=CC=CC2=CC=CC=C12)C1=C2C(=C(C(=C(C2=C(C=2C(=C(C(=C(C12)[2H])[2H])[2H])[2H])[2H])[2H])[2H])[2H])C1=C(C=CC=C1)C1=CC=CC2=CC=CC=C12 naphthyl(naphthylphenyl)anthracene-d8 tert-butyl-(4R)-3,3-difluoro-4-[methyl-[(1R)-1-phenylethyl]amino]piperidine-1-carboxylate